O-chloromandelic acid ClOC(C(O)C1=CC=CC=C1)=O